C1=CC=C(C=C1)/C(=N\O)/C(=N\O)/C2=CC=CC=C2 α-diphenylglyoxime